5-[(4-methylpiperazin-1-yl)methyl]pyridin CN1CCN(CC1)CC=1C=CC=NC1